ClC1=C(C=CC=C1Cl)N1C(=NC(=C(C1=O)OC)O)C 3-(2,3-dichlorophenyl)-6-hydroxy-5-methoxy-2-methyl-3,4-dihydropyrimidin-4-one